[2-amino-4-(trifluoromethoxy)phenyl]-[4-(2,3-diamino-4-pyridyl)-1-piperidyl]methanone NC1=C(C=CC(=C1)OC(F)(F)F)C(=O)N1CCC(CC1)C1=C(C(=NC=C1)N)N